NCCCP(C1=CC=CC=C1)(C1=CC=CC=C1)=O aminopropyl-diphenylphosphorus oxide